3a,21-dihydroxy-5a-pregnan-11,20-dione O[C@H]1C[C@@H]2CC[C@H]3[C@@H]4CC[C@H](C(CO)=O)[C@]4(CC([C@@H]3[C@]2(CC1)C)=O)C